C1(CC1)CN1C[C@H](CC1)OC1=C(C(=CC=C1)F)[N+](=O)[O-] (3S)-1-(cyclopropylmethyl)-3-(3-fluoro-2-nitrophenoxy)pyrrolidine